COC1=CC2=C(N=C(S2)C2=C3N=CC(=NC3=CC(=C2)C)COC)C(=C1)C(C(C([2H])([2H])[2H])(C)C)(O[2H])[2H] 1-(6-methoxy-2-(2-(methoxymethyl)-7-methylquinoxalin-5-yl)benzo[d]Thiazol-4-yl)-2,2-dimethylpropan-1-ol-d5